C(C\C=C\CCCCC)(=O)OC methyl (E)-3-nonenoate